CC(CC1(C=CC=C1)P(C1(C=CC=C1)CC(CCCCC)C)C1(C=CC=C1)CC(CCCCC)C)CCCCC tri(2-methylheptyl-cyclopentadienyl)phosphine